(3R)-3-Amino-8-(2-fluorophenoxy)-1,7-dimethyl-1,2,3,4-tetrahydroquinolin-2-one N[C@H]1C(N(C2=C(C(=CC=C2C1)C)OC1=C(C=CC=C1)F)C)=O